1-(4-chlorophenyl)-3-(4-methyl-5-oxo-1-phenylpyrrolidin-3-yl)urea ClC1=CC=C(C=C1)NC(=O)NC1CN(C(C1C)=O)C1=CC=CC=C1